NC=1C2=C(N=CN1)N(C(=C2C2=CC=C(C=C2)OC2=CC=CC=C2)C#CC2CC(C2)N2CCC(CC2)NC(C=C)=O)C N-[1-(3-{2-[4-amino-7-methyl-5-(4-phenoxyphenyl)-7H-pyrrolo[2,3-d]pyrimidin-6-yl]ethynyl}cyclobutyl)piperidin-4-yl]prop-2-enamide